2-(3-(2,4-dichlorophenyl)acrylamido)-4,4-dimethylpentanoic acid methyl ester COC(C(CC(C)(C)C)NC(C=CC1=C(C=C(C=C1)Cl)Cl)=O)=O